[Ca].P(=O)(OCN1C(OC2=C1C=C(C=C2)NC2=NC(=NC=C2C)NC2=CC(=C(C(=C2)C)F)OC)=O)(O)O (5-(2-(4-fluoro-3-methoxy-5-methylphenylamino)-5-methylpyrimidin-4-ylamino)-2-oxobenzo[d]oxazol-3(2H)-yl)methyl dihydrogen phosphate calcium salt